2-[(benzyloxy)methyl]-4-hydroxy-5-nitro-2,3-dihydropyridazin-3-one C(C1=CC=CC=C1)OCN1N=CC(=C(C1=O)O)[N+](=O)[O-]